1,5,7-trimethyl-4-oxo-N-(1-(2,2,2-trifluoroethyl)-1H-pyrazol-5-yl)-4,5-dihydro-1H-pyrazolo[4,3-c]pyridine-3-carboxamide CN1N=C(C=2C(N(C=C(C21)C)C)=O)C(=O)NC2=CC=NN2CC(F)(F)F